CC1(OC1)CN1C(C=2C=CC3=C(C2C1)C=C(C=C3)C3=NC=CC=C3)=O 2-[(2-methyloxiran-2-yl)methyl]-8-(pyridin-2-yl)-1H,2H,3H-benzo[e]isoindol-3-one